FC(C(=O)[O-])(F)F.N1CC(C1)CC=1[N+](=C2N(C=CC=C2)C1)C 2-(azetidin-3-ylmethyl)-1-methylimidazo[1,2-a]pyridin-1-ium 2,2,2-trifluoroacetate